2-[[(phenylmethyl)hydroxyphosphinyl]methyl]pentanedioic acid C1(=CC=CC=C1)CP(=O)(O)CC(C(=O)O)CCC(=O)O